C1(=CCCC=CCC1)[Pt](CCC)CCC (1,5-cyclooctadienyl)dipropylplatinum